FC1CN(C1)C=1C=C(C=O)C=CC1 3-(3-fluoroazetidin-1-yl)benzaldehyde